2-cyclopropyl-4-methyl-6,7,8,9-tetrahydropyrazolo[1,5-a][1,3]Diazocine-5(4H)-one C1(CC1)C1=NN2C(N(C(CCCC2)=O)C)=C1